1-[2-cyano-4-(trifluoromethyl)phenyl]-N-{[(2s,4r)-4-fluoro-1-methylpyrrolidin-2-yl]methyl}-4-[6-(1-methyl-1H-pyrrol-2-yl)pyridin-3-yl]piperidine-4-carboxamide C(#N)C1=C(C=CC(=C1)C(F)(F)F)N1CCC(CC1)(C(=O)NC[C@H]1N(C[C@@H](C1)F)C)C=1C=NC(=CC1)C=1N(C=CC1)C